2-(6-methyl-7-oxo-1-tosyl-6,7-dihydro-1H-pyrrolo[2,3-c]pyridin-3-yl)benzaldehyde CN1C(C2=C(C=C1)C(=CN2S(=O)(=O)C2=CC=C(C)C=C2)C2=C(C=O)C=CC=C2)=O